N=1C=CN2C1CN(CC2)C(=O)[C@@H]2CC21CCN(CC1)C(=O)OC(C(F)(F)F)C(F)(F)F |r| 1,1,1,3,3,3-hexafluoro-propan-2-yl (±)-1-(5,6,7,8-tetrahydro-imidazo[1,2-a]pyrazine-7-carbonyl)-6-aza-spiro[2.5]octane-6-carboxylate